(E)-N-((R)-1-(3,4-dimethoxyphenyl)ethyl)-3-(5-(3-((trifluoromethyl)sulfinyl)phenyl)-1H-pyrrolo[2,3-b]pyridin-3-yl)acrylamide COC=1C=C(C=CC1OC)[C@@H](C)NC(\C=C\C1=CNC2=NC=C(C=C21)C2=CC(=CC=C2)S(=O)C(F)(F)F)=O